CC=C(C(=O)O)C.C=C Ethylene (methyl methacrylate)